C(C)SC=1NCC(N1)=O 2-(ethylsulfanyl)-1,5-dihydro-4H-imidazol-4-one